N1(C=NC=C1)CCCNC(=O)C1=NN2C(N=C(C=C2C2=CC(=CC=C2)F)C2=CC=CC=C2)=C1 N-(3-(1H-imidazol-1-yl)propyl)-7-(3-fluorophenyl)-5-phenylpyrazolo[1,5-a]pyrimidine-2-carboxamide